C(C1=CC=CC=C1)OC(=O)N[C@@H](C(=O)OCI)C(C)C (R)-iodomethyl 2-(((benzyloxy) carbonyl) amino)-3-methylbutanoate